C1(CC1)C=1N=NN(C1)[C@H](C(=O)N1[C@@H](C[C@H](C1)O)C(=O)NCC1=CC=CC2=C1NC(CO2)=O)C(C)(C)C (2S,4R)-1-[(2S)-2-(4-cyclopropyltriazol-1-yl)-3,3-dimethyl-butanoyl]-4-hydroxy-N-[(3-oxo-4H-1,4-benzoxazin-5-yl)methyl]pyrrolidine-2-carboxamide